FC1=C(C=C(C(=C1)I)F)F 1,2,4-trifluoro-5-iodo-benzene